ClC=1C=C2C=NC(=NC2=CC1C1CNCC1)NC=1C=NN(C1Cl)C1CC1 6-chloro-N-(5-chloro-1-cyclopropyl-1H-pyrazol-4-yl)-7-(pyrrolidin-3-yl)quinazolin-2-amine